COC(CC1=C(C=CC=C1)NC(C(C(CC(OC)OC)(C)C)NC([C@H](CCSC(C1=CC=CC=C1)(C1=CC=CC=C1)C1=CC=CC=C1)NC(OC(C)(C)C)=O)=O)=O)OC tert-butyl ((2S)-1-((1-((2-(2,2-dimethoxyethyl)phenyl)amino)-5,5-dimethoxy-3,3-dimethyl-1-oxopentan-2-yl)amino)-1-oxo-4-(tritylthio)butan-2-yl)carbamate